COC(=O)[C@H]1N(CC[C@@H]1N)C(=O)OC(C)(C)C (2S,3S)-3-aminopyrrolidine-1,2-dicarboxylic acid 1-tert-butyl ester 2-methyl ester